C(C)(C)(C)OC(=O)N1[C@@H](CCC(C1)(C)O)CO[Si](C1=CC=CC=C1)(C1=CC=CC=C1)C(C)(C)C (2S)-2-[[tert-butyl-(diphenyl)silyl]oxymethyl]-5-hydroxy-5-methyl-piperidine-1-carboxylic acid tert-butyl ester